C(C)(=O)C=1C2=C(N(N1)CC(=O)N1[C@@H]([C@@H]3C[C@@H]3C1)C(=O)NC1=NC(=CC=C1C)Br)C=C(S2)C (1R,2S,5S)-3-(2-(3-Acetyl-5-methyl-1H-thieno[3,2-c]pyrazol-1-yl)acetyl)-N-(6-bromo-3-methylpyridin-2-yl)-3-azabicyclo[3.1.0]hexane-2-carboxamide